methyl 2-chloro-5H,6H,7H-cyclopenta[b]pyridine-4-carboxylate ClC1=CC(=C2C(=N1)CCC2)C(=O)OC